5-[[5-cyclopropyl-3-(2,6-dichlorophenyl)-1,2-oxazol-4-yl]methoxy]-2-azabicyclo[2.2.1]heptane-2-carboxylate C1(CC1)C1=C(C(=NO1)C1=C(C=CC=C1Cl)Cl)COC1C2CN(C(C1)C2)C(=O)[O-]